5-Chloro-2-{7-[3-(dimethylamino)propyl]-7H-pyrrolo[2,3-c]pyridazin-3-yl}-3-methylphenol hydrochloride Cl.ClC=1C=C(C(=C(C1)O)C1=CC2=C(N=N1)N(C=C2)CCCN(C)C)C